4-methoxybenzyl 3-hydroxy-2,2-dimethylpropionate OCC(C(=O)OCC1=CC=C(C=C1)OC)(C)C